N-[(4-bromophenyl)(phenyl)methyl]-2-methylpropane-2-sulfinamide BrC1=CC=C(C=C1)C(NS(=O)C(C)(C)C)C1=CC=CC=C1